S([O-])(O)(=O)=O.C(CCC)[N+]1=CC=CC=C1 N-butyl-pyridinium bisulfate